N,N-dihydroxymethyl-methacrylamide (±)-methyl-3-bromo-4-(3-cyanotetrahydrofuran-3-yl)benzoate COC(C1=CC(=C(C=C1)[C@@]1(COCC1)C#N)Br)=O.OCN(C(C(=C)C)=O)CO |r|